FC(C1=CC=CC(=N1)NC(=O)C=1C(=CC=2N(C1)C=C(N2)C2CCC(CC2)CN(C)C2CCN(CC2)C2=CC=C(C=C2)NC2C(NC(CC2)=O)=O)OC(C)C)F N-[6-(difluoromethyl)-2-pyridinyl]-2-[4-[[[1-[4-[(2,6-dioxo-3-piperidinyl)amino]phenyl]-4-piperidinyl]-methyl-amino]methyl]cyclohexyl]-7-isopropoxy-imidazo[1,2-a]pyridine-6-carboxamide